(R or S)-5-(2-(3-(2-(4,5-difluorothiophen-2-yl)ethyl)-3-(ethoxy-methyl)pyrrolidin-1-yl)propan-2-yl)-2-methylpyridine FC=1C=C(SC1F)CC[C@@]1(CN(CC1)C(C)(C)C=1C=CC(=NC1)C)COCC |o1:9|